3-(6-cyclopropyl-2-((4-((2,6-difluoro-3-methoxybenzyl)carbamoyl)-1H-1,2,3-triazol-1-yl)methyl)imidazo[1,2-a]pyridin-8-yl)-2,2-dimethylpropanoic acid C1(CC1)C=1C=C(C=2N(C1)C=C(N2)CN2N=NC(=C2)C(NCC2=C(C(=CC=C2F)OC)F)=O)CC(C(=O)O)(C)C